methyl 6-chloro-1,2-diazine-4-carboxylate ClC1=CC(=CN=N1)C(=O)OC